4-(2-{5-[(1R,4R,7R)-7-amino-2-azabicyclo[2.2.1]heptane-2-carbonyl]-7-methoxy-1-methyl-1H-1,3-benzodiazol-2-yl}-1-(cyclopropylmethyl)-1H-indol-7-yl)-2-methylbutan-2-ol N[C@H]1[C@@H]2N(C[C@H]1CC2)C(=O)C2=CC1=C(N(C(=N1)C=1N(C3=C(C=CC=C3C1)CCC(C)(O)C)CC1CC1)C)C(=C2)OC